ClC=1C(=CC=C2N=CC(=NC12)C=1C=NN(C1)[C@@H]1[C@H](CNCC1)F)OC=1C=CC2=C(NC(=N2)C)C1 8-Chloro-2-(1-((3S,4S)-3-fluoropiperidin-4-yl)-1H-pyrazol-4-yl)-7-((2-methyl-1H-benzo[d]imidazol-6-yl)oxy)quinoxaline